O1C(=CC=C1)C1=NN2C(N=C(C=C2)NCCCO)=C1C#N 2-(2-Furyl)-5-(3-hydroxypropylamino)pyrazolo[1,5-a]pyrimidine-3-carbonitrile